C(CC)N1N=C(C(=C1)B(O)O)C(F)(F)F (1-propyl-3-(trifluoromethyl)-1H-pyrazol-4-yl)boronic acid